6-acetyl-1-(phenylsulfonyl)indole C(C)(=O)C1=CC=C2C=CN(C2=C1)S(=O)(=O)C1=CC=CC=C1